NC1=C(C2=C(S1)CC(CC2)(C2=CC=CC=C2)CCC#C)C(=O)OCC Ethyl 2-amino-6-(but-3-yn-1-yl)-6-phenyl-4,5,6,7-tetrahydrobenzo[b]thiophene-3-carboxylate